ClC1=C(C(=O)N/N=C(\C)/C2=CC3=CC=CC=C3C=C2)C=CC(=C1)C (E)-2-chloro-4-methyl-N'-(1-(naphthalen-2-yl)ethylidene)benzohydrazide